COC1=C(C(=CC(=C1)OC)OC)B(O)O 2,4,6-TRIMETHOXYPHENYLBORONIC ACID